(S or R)-4-(6-chloro-2-(3-(dimethylamino)azetidin-1-yl)-8-fluoro-4-(2,7-diazaspiro[3.5]nonan-7-yl)quinazolin-7-yl)naphthalen-2-ol ClC=1C=C2C(=NC(=NC2=C(C1C1=CC(=CC2=CC=CC=C12)O)F)N1CC(C1)N(C)C)N1CCC2(CNC2)CC1